ClC=1C(=NC(=NC1)NC1=CC=C(C=C1)N1CCOCC1)OCC1CCC(CC1)(F)F 5-chloro-4-((4,4-difluorocyclohexyl)methoxy)-N-(4-morpholinophenyl)pyrimidin-2-amine